COC([C@H](CC(C)C)N1C(C(=NC(=C1)CCN1CC(C1)(C)F)C)=O)=O (S)-2-(5-(2-(3-fluoro-3-methylazetidin-1-yl)ethyl)-3-methyl-2-oxopyrazin-1(2H)-yl)-4-methylpentanoic acid methyl ester